[N+](=O)([O-])C=1C=NN2C1N=C(C=C2)N2C[C@@H](CCC2)O (R)-1-(3-Nitropyrazolo[1,5-a]pyrimidin-5-yl)piperidin-3-ol